2-[4-[8-[3-chloro-4-[4-[2-(dimethyl-amino)acetyl]piperazine-1-carbonyl]anilino]imidazo[1,2-a]pyrazin-3-yl]-2,3-difluoro-phenoxy]acetonitrile ClC=1C=C(NC=2C=3N(C=CN2)C(=CN3)C3=C(C(=C(OCC#N)C=C3)F)F)C=CC1C(=O)N1CCN(CC1)C(CN(C)C)=O